5-[(2S)-2-(benzylamino)-2-cyclopropyl-ethoxy]-7-chloro-8-fluoro-2-methylsulfonyl-pyrido[4,3-d]pyrimidin-4-ol C(C1=CC=CC=C1)N[C@H](COC1=NC(=C(C=2N=C(N=C(C21)O)S(=O)(=O)C)F)Cl)C2CC2